ClC1=CC=2C3C(C(N(C2C=C1)CC1=CC=C(C=C1)OC)=O)C3 6-chloro-3-(4-methoxybenzyl)-1,1a,3,7b-tetrahydro-2H-cyclopropa[c]quinolin-2-one